N,N'-diphenyl-N,N'-bis(1-naphthyl)-9,9'-spirobifluorene-2,7-diamine C1(=CC=CC=C1)N(C1=CC=2C3(C4=CC(=CC=C4C2C=C1)N(C1=CC=CC2=CC=CC=C12)C1=CC=CC=C1)C1=CC=CC=C1C=1C=CC=CC13)C1=CC=CC3=CC=CC=C13